NC1=C(C(=NC=2N1N=C(C2C)C)SC)C#N 7-amino-2,3-dimethyl-5-(methylthio)pyrazolo[1,5-a]pyrimidine-6-carbonitrile